ClC=1C(=CC(=C(N)C1)F)C=1C=NC(=CC1)C1CC1 5-chloro-4-(6-cyclopropylpyridin-3-yl)-2-fluoroaniline